ethyl 2-((1-(tert-butoxycarbonyl) piperidin-4-yl) (methyl) amino)-4-methoxypyrimidine-5-carboxylate C(C)(C)(C)OC(=O)N1CCC(CC1)N(C1=NC=C(C(=N1)OC)C(=O)OCC)C